3-(tert-Butyldisulfanyl)-2-hydroxypropanoic acid C(C)(C)(C)SSCC(C(=O)O)O